CC1(OB(OC1(C)C)C=1C=C2C(=NC1)NN=C2)C 5-(4,4,5,5-tetramethyl-1,3,2-dioxaborolane-2-yl)-1H-pyrazolo[3,4-b]pyridine